4-Nitrophenylphenylketene [N+](=O)([O-])C1=CC=C(C=C1)C(=C=O)C1=CC=CC=C1